COC1=C(C=NCCN=CC2=C(C=CC=C2)OC)C=CC=C1 N1,N2-bis(2-methoxybenzylidene)ethane-1,2-diamine